2-methyl-6-(1-methyl-6-oxo-1,6-dihydropyridin-3-yl)phthalazin-1(2H)-one CN1C(C2=CC=C(C=C2C=N1)C1=CN(C(C=C1)=O)C)=O